ClC=1C=CC2=C(N(CC(O2)C(=O)NC23[C@H](CC(CC2)(CC3)C=3OC(=NN3)C3CC(C3)OC(F)(F)F)O)C)C1 6-chloro-N-[(2S)-2-hydroxy-4-{5-[(1s,3R)-3-(trifluoromethoxy)cyclobutyl]-1,3,4-oxadiazol-2-yl}bicyclo[2.2.2]octan-1-yl]-4-methyl-3,4-dihydro-2H-1,4-benzoxazine-2-carboxamide